(R)-1-(pyridin-4-yl)ethylamine N1=CC=C(C=C1)[C@@H](C)N